ETHYLENEMALEIMIDE C=CC1=CC(=O)NC1=O